Ethyl fluoroimidazo[1,2-a]pyrimidine-2-carboxylate FC1=C(N=C2N1C=CC=N2)C(=O)OCC